4-Chlorobenzenesulfonic acid [2-methoxyethylamide] COCCNS(=O)(=O)C1=CC=C(C=C1)Cl